FC(C1=C(C=C(C=C1)C(F)(F)F)NC(C1=C(C=CC(=C1)Br)OC(=O)N1CCOCC1)=O)(F)F N-[2,5-bis(trifluoromethyl)phenyl]-5-bromo-2-[(morpholinocarbonyl)oxy]benzamide